FC1=C(C(=C(C(=C1[2H])[2H])\C=C/1\C(N\C(\C(N1)=O)=C/C=1N=CNC1C(C)(C)C)=O)[2H])[2H] (3z,6z)-3-(4-fluoro-2,3,5,6-tetradeutero-phenyl)methylene-6-((5-tert-butyl-1H-imidazol-4-yl)methylene)piperazine-2,5-dione